C(C)OC(C=CC=1N=CN(C1C)CC1OCC1)=O 3-(5-methyl-1-(oxetan-2-ylmethyl)-1H-imidazol-4-yl)acrylic acid ethyl ester